1-(3-(4-(cyclopropylsulfonyl)piperazine-1-carbonyl)-6-fluoroquinolin-4-yl)-4-methylpiperidine-4-carbonitrile C1(CC1)S(=O)(=O)N1CCN(CC1)C(=O)C=1C=NC2=CC=C(C=C2C1N1CCC(CC1)(C#N)C)F